C1(CC1)C(=O)N1CCC2=CC(=CC=C12)C=1N=C(SC1C)NC(CC1=CC(=CC=C1)OCCCCCOC=1C=C2C(N(C(C2=CC1)=O)C1C(NC(CC1)=O)=O)=O)=O N-(4-(1-(cyclopropanecarbonyl)indolin-5-yl)-5-methylthiazol-2-yl)-2-(3-((5-((2-(2,6-dioxopiperidin-3-yl)-1,3-dioxoisoindolin-5-yl)oxy)pentyl)oxy)phenyl)acetamide